NC1=C(C=C(C=C1F)F)CN[C@@H]1CC[C@H](CC1)O trans-4-{[(2-amino-3,5-difluorophenyl)methyl]amino}cyclohexanol